5-cyclopropyl-N-({2-[5-fluoro-2-(2H-1,2,3-triazol-2-yl)benzoyl]-4-methyl-2-azabicyclo[3.1.1]hept-3-yl}methyl)pyrazin-2-amine C1(CC1)C=1N=CC(=NC1)NCC1N(C2CC(C1C)C2)C(C2=C(C=CC(=C2)F)N2N=CC=N2)=O